(R)-5-(bicyclo[1.1.1]pentan-1-yl)-3-butyl-8-hydroxy-2-methyl-2,3,4,5-tetrahydrobenzo[f][1,2,5]thiadiazepine-7-carbonitrile 1,1-dioxide C12(CC(C1)C2)N2C[C@H](N(S(C1=C2C=C(C(=C1)O)C#N)(=O)=O)C)CCCC